[N+](=O)([O-])C1=C2C(C=NN(C2=CC=C1)C1=CC=C(C=C1)OC(F)(F)F)=O 5-nitro-4-oxo-1-[4-(trifluoromethoxy)phenyl]cinnoline